O[C@@H]1CN(CC[C@@]12NCC1=CC=CC=C1C2)C(=O)C=2N=C1N(C=C(C=N1)O)C2 [(3R,3'R)-3'-hydroxy-1,4-dihydro-1'H,2H-spiro[isoquinoline-3,4'-piperidin]-1'-yl](6-hydroxyimidazo[1,2-a]pyrimidin-2-yl)methanone